C(C1=CC=CC=C1)OC1=C(C=C(C=C1OC)/C=C/C(=O)O[C@@H]1[C@@]2(CC[C@H](C1)C2(C)C)C)F (1R,2S,4R)-1,7,7-trimethylbicyclo[2.2.1]heptan-2-yl (E)-3-(4-benzyloxy-3-fluoro-5-methoxy phenyl)acrylate